2,6-dimethyl-3-nitrobenzoic acid CC1=C(C(=O)O)C(=CC=C1[N+](=O)[O-])C